4-(7-(((1R,2S)-2-(3,4-difluorophenyl)cyclopropyl)amino)-5-(propylthio)-3H-[1,2,3]triazolo[4,5-d]pyrimidin-3-yl)tetrahydrofuran-2-carboxylic acid FC=1C=C(C=CC1F)[C@H]1[C@@H](C1)NC=1C2=C(N=C(N1)SCCC)N(N=N2)C2CC(OC2)C(=O)O